CC1=C(C(=CC(=C1)C)C)S(=O)(=O)N[C@H](C(=O)O)CCCCCC(=O)O (S)-2-(2,4,6-Trimethyl-benzenesulfonylamino)-octanedioic acid